(S)-4-(sec-butylamino)-2-((2-methoxy-4-(1-(oxetan-3-yl)-4-oxido-1,4-azaphosphinan-4-yl)phenyl)amino)-7H-pyrrolo[2,3-d]pyrimidine-5-carbonitrile [C@H](C)(CC)NC=1C2=C(N=C(N1)NC1=C(C=C(C=C1)P1(CCN(CC1)C1COC1)=O)OC)NC=C2C#N